(E)-4-(dimethylamino)-1-(10-((4-((3-fluorobenzyl)oxy)-3-fluorophenyl)amino)-2,3-dihydro-4H-[1,4]oxazino[2,3-f]quinazolin-4-yl)but-2-en-1-one CN(C/C=C/C(=O)N1CCOC2=C3C(=NC=NC3=CC=C21)NC2=CC(=C(C=C2)OCC2=CC(=CC=C2)F)F)C